C1(=CC=C(C=C1)S(=O)(=O)OCC1CC(C1)C(=O)OC)C methyl 3-(p-tolylsulfonyl-oxymethyl)cyclobutanecarboxylate